4,6-dichloro-2-(difluoromethyl)-3-fluoropyridine ClC1=C(C(=NC(=C1)Cl)C(F)F)F